7-methoxy-9-oxo-9H-thioxanthen COC1=CC=C2SC=3C=CC=CC3C(C2=C1)=O